2-(4-((2-(2,2-difluoro-1-hydroxyethyl)-4-methylthiazol-5-yl)oxy)-3-fluorophenyl)-4-(2,6-difluorobenzyl)-2,4-dihydro-3H-1,2,4-triazol-3-one FC(C(O)C=1SC(=C(N1)C)OC1=C(C=C(C=C1)N1N=CN(C1=O)CC1=C(C=CC=C1F)F)F)F